C(C)OC(=O)C=1C(=C(SC1N=CC=1SC(=CC1)[N+](=O)[O-])N)C(=O)OCC diethyl-2-amino-5-(5-nitrothiophen-2-yl)methyleneaminothiophene-3,4-dicarboxylic acid